3-phenyl-5H-imidazo[1,2-c]pyrido[3,2-e][1,3]oxazine C1(=CC=CC=C1)C1=CN=C2N1COC1=C2C=CC=N1